C1(=CC=CC2=CC=CC=C12)C1=CC=CC2=CC=CC=C12 Bi-naphthyl